N-(3,5-difluoro-4-((6-methoxy-7-(3-(methylamino)propoxy)quinolin-4-yl)oxy)phenyl)-4-methoxypyridine-3-carboxamide FC=1C=C(C=C(C1OC1=CC=NC2=CC(=C(C=C12)OC)OCCCNC)F)NC(=O)C=1C=NC=CC1OC